2-((Z)-2-oxindole-3-ylidene)hydrazine N1C(\C(\C2=CC=CC=C12)=N/N)=O